C(CCCCCCCCC=C)(=O)O.COC(CSCCN)OC 2-(2,2-dimethoxyethylthio)ethylamine undecylenate